CNC(=O)N1CC=2N(CC1)C(=NC2C=2C=C1C(=NN(C1=CC2)C)C=2C=NN(C2)C)C2COCC2 N-Methyl-1-(1-methyl-3-(1-methyl-1H-pyrazol-4-yl)-1H-indazol-5-yl)-3-(tetrahydrofuran-3-yl)-5,6-dihydroimidazo[1,5-a]pyrazine-7(8H)-carboxamide